3-chloropropyldimethoxy(methylsilane) ClCCCCO[SiH](C)OC